C1(=CC=CC=C1)S(=O)(=O)N1C(=CC=2C=NC=CC21)CNC(C)=O N-((1-(benzenesulfonyl)-1H-pyrrolo[3,2-c]pyridin-2-yl)methyl)acetamide